4-(4-(3-methoxy-4-phenoxybenzoyl)-11,11,12,12-tetramethyl-3,6-diOxo-2,5,10-trioxa-11-silatridecan-7-yl)piperidine-1-carboxylic acid tert-butyl ester C(C)(C)(C)OC(=O)N1CCC(CC1)C(C(OC(C(OC)=O)C(C1=CC(=C(C=C1)OC1=CC=CC=C1)OC)=O)=O)CCO[Si](C(C)(C)C)(C)C